[Cu]=S.[Mo] molybdenum-copper sulfide